1-benzyl-2-butyl-7-isopropoxy-1H-imidazo[4,5-d]pyridazin-4-amine hydrochloride Cl.C(C1=CC=CC=C1)N1C(=NC=2C1=C(N=NC2N)OC(C)C)CCCC